4-Amino-N-(1-(Benzo[d][1,3]dioxol-5-ylamino)-6-Methylisoquinolin-5-yl)thieno[3,2-d]pyrimidin-7-carboxamid NC=1C2=C(N=CN1)C(=CS2)C(=O)NC2=C1C=CN=C(C1=CC=C2C)NC2=CC1=C(OCO1)C=C2